BrC1=CC2=C(C=C1OC)CSC1=C2N(N=C1C(=O)N1C(COCC1)(C)C)C1=CC(=CC(=C1)Cl)Cl (8-bromo-1-(3,5-dichlorophenyl)-7-methoxy-1,5-dihydroisothiochromeno[4,3-c]pyrazol-3-yl)(3,3-dimethylmorpholino)methanone